1-chloro-4-(glucopyranos-1-yl)-2-(4-(tetrahydrofuran-3-yloxy)benzyl)benzene ClC1=C(C=C(C=C1)C1(O)[C@H](O)[C@@H](O)[C@H](O)[C@H](O1)CO)CC1=CC=C(C=C1)OC1COCC1